(3R)-N-(cyclobutylmethyl)-1-[6-[(4-imidazo[5,1-b]thiazol-3-yltriazol-1-yl)methyl]pyridazin-3-yl]piperidin-3-amine C1(CCC1)CN[C@H]1CN(CCC1)C=1N=NC(=CC1)CN1N=NC(=C1)C=1N2C(SC1)=CN=C2